(2-(N,N-dimethylamino)ethyl)-4-[(4-methoxyphenyl)thiomethyl]-1H-1,2,3-triazole CN(C)CCN1N=NC(=C1)CSC1=CC=C(C=C1)OC